6-[(1-Naphthyloxy)methyl]-4-oxo-2-phenyl-7-(1,3-Dioxa-5-indanyl)-1-thia-3a-aza-3-indancarboxylic acid C1(=CC=CC2=CC=CC=C12)OCC1=CC(N2C(C(SC2=C1C=1C=C2OCOC2=CC1)C1=CC=CC=C1)C(=O)O)=O